5-bromo-1,7-dimethyl-1H-benzo[d]imidazole BrC1=CC2=C(N(C=N2)C)C(=C1)C